N1C=CC2=CC=CC(=C12)O Indol-7-ol